N-[1-(3-bromo-6-methoxypyridin-2-yl)-4-phenylbutan-2-yl]-2-methylpropan-2-sulfinamide BrC=1C(=NC(=CC1)OC)CC(CCC1=CC=CC=C1)NS(=O)C(C)(C)C